Cl.NC1CCCN2CC(CC12)O 8-Aminooctahydroindolizin-2-ol hydrochloride